CCCCCCCCC(C(CCCCCC=CC(=O)O)O)O 9,10-dihydroxyoctadecenoic acid